N=1NC=C2CN(CCCC21)C(=O)OC(C)(C)C tert-butyl 4,6,7,8-tetrahydropyrazolo[4,3-c]azepine-5(2H)-carboxylate